C(#N)CCC1=CC=C(C=C1)B(O)O 4-(cyanoethyl)phenylboronic acid